3-(4-(3-chloro-4-fluorophenyl)-4H-1,2,4-triazol-3-yl)-2-(6-methyl-4-(trifluoromethyl)pyridin-2-yl)hexahydrocyclopenta[c]pyrrole-1(2H)-one ClC=1C=C(C=CC1F)N1C(=NN=C1)C1C2C(C(N1C1=NC(=CC(=C1)C(F)(F)F)C)=O)CCC2